2-({[5-(4-aminoquinazolin-6-yl)thiophen-2-yl]methyl}amino)-N-[(1S)-1-(3,4-difluorophenyl)ethyl]-5-fluoropyridine-3-carboxamide NC1=NC=NC2=CC=C(C=C12)C1=CC=C(S1)CNC1=NC=C(C=C1C(=O)N[C@@H](C)C1=CC(=C(C=C1)F)F)F